3-[(3R)-3-amino-8-fluoro-1,1,4-trioxo-5-[[4-(1,1,2,2-tetrafluoroethoxy)phenyl]methyl]-2,3-dihydro-1λ6,5-benzothiazepin-7-yl]-N,N-dimethyl-1,2,4-oxadiazole-5-carboxamide N[C@H]1CS(C2=C(N(C1=O)CC1=CC=C(C=C1)OC(C(F)F)(F)F)C=C(C(=C2)F)C2=NOC(=N2)C(=O)N(C)C)(=O)=O